O=C1NC(CCC1C=1C=C(C=CC1C)N1CCC2(CCN(CC2)C(=O)OC(C)(C)C)CC1)=O tert-butyl 9-[3-(2,6-dioxo-3-piperidyl)-4-methyl-phenyl]-3,9-diazaspiro[5.5]undecane-3-carboxylate